FC(OC=1C=C(C=CC1F)C1=C(NC=2C1=NC=CC2)C2=C(C=NC=C2)OC[C@H]2N(CCC2)S(=O)(=O)C=C)F 3-[3-(difluoromethoxy)-4-fluorophenyl]-2-(3-{[(2S)-1-(ethenesulfonyl)pyrrolidin-2-yl]methoxy}pyridin-4-yl)-1H-pyrrolo[3,2-b]pyridine